C(#N)C(C(=O)O)=CC1=CC=CC=C1 Cyanocinnamic Hydroxide